CC1(OB(OC1(C)C)C1CC=C(CC1)CCP(OCC1=CC=CC=C1)(OCC1=CC=CC=C1)=O)C dibenzyl (2-(4-(4,4,5,5-tetramethyl-1,3,2-dioxaborolan-2-yl)cyclohexen-1-yl)ethyl)phosphonate